C(C)(C)(C)OC(=O)N1CC(CC1)(CCC)C(=O)C1=CC2=CC=CC(=C2C=C1)Br 3-(5-bromo-2-naphthaloyl)-3-propylpyrrolidine-1-carboxylic acid tert-butyl ester